3-(4-(2-aminoethoxy)-1-oxoisoindolin-2-yl)piperidine-2,6-dione benzenesulfonate C1(=CC=CC=C1)S(=O)(=O)O.NCCOC1=C2CN(C(C2=CC=C1)=O)C1C(NC(CC1)=O)=O